FC1=CC=C2C(=C(C(=C(C2=C1)OC)CC1=CC2=C(N=CS2)C=C1)C)OC 6-((7-fluoro-1,4-dimethoxy-3-methylnaphthalen-2-yl)methyl)benzo[d]thiazole